ClC1=C(C=CC(=N1)NCC1=CC=C(C=C1)OC)C(F)F 6-chloro-5-(difluoromethyl)-N-[(4-methoxyphenyl)methyl]pyridin-2-amine